C(CCCCCCC)C(CCCCO)(CCCCCCCC)O 5-octyl-tridecane-1,5-diol